7-(3,8-diazabicyclo[3.2.1]octan-8-yl)-5-(2,2-dimethylpropylsulfonyl)-1-(2-methoxyethyl)indazole C12CNCC(CC1)N2C=2C=C(C=C1C=NN(C21)CCOC)S(=O)(=O)CC(C)(C)C